2,5-dioxopyrrolidin-1-yl 2,2,2-trichloroethyl carbonate C(ON1C(CCC1=O)=O)(OCC(Cl)(Cl)Cl)=O